P(=S)(SCCCCC)(OCCCCC)[O-] diamyl dithiophosphate